(2-(5-(aminomethyl)-3-methyl-1H-indol-2-yl)phenyl)methanol NCC=1C=C2C(=C(NC2=CC1)C1=C(C=CC=C1)CO)C